FC=1C=C(C=CC1F)N1C(OC=C[C@H]1C1=NC2=C(N1[C@H]1CC3=C(N=C(S3)C)CC1)C=CC(=C2)C=2C(=NOC2C)C)=O (S)-3-(3,4-difluorophenyl)-4-(5-(3,5-dimethylisoxazol-4-yl)-1-((R)-2-methyl-4,5,6,7-tetrahydrobenzo[d]thiazol-6-yl)-1H-benzo[d]imidazol-2-yl)-1,3-oxazin-2-one